O[C@@H]1[C@@H](CCC1)NC(OC(C)(C)C)=O tert-Butyl ((1R,2S)-2-hydroxycyclopentyl)carbamate